N-[6-(4-morpholinophenyl)-1,3-benzothiazol-2-yl]carbamic acid tert-butyl ester C(C)(C)(C)OC(NC=1SC2=C(N1)C=CC(=C2)C2=CC=C(C=C2)N2CCOCC2)=O